2-(2-(2-(3-(aminomethyl)phenyl)-7-(pyrrolidin-1-ylmethyl)pyrrolo[2,1-f][1,2,4]triazine-4-carboxamido)phenyl)acetic acid NCC=1C=C(C=CC1)C1=NN2C(C(=N1)C(=O)NC1=C(C=CC=C1)CC(=O)O)=CC=C2CN2CCCC2